BrC1=C(C=CC=C1OC=1C=C(C=CC1)C1=CC=CC=C1)OC=1C=C(C=CC1)C1=CC=CC=C1 3,3''-((2-bromo-1,3-phenylene)bis(oxy))di-1,1'-biphenyl